1-(2-chloro-5-(4-((piperidin-4-ylmethoxy)methyl)piperidine-1-carbonyl)phenyl)dihydropyrimidine ClC1=C(C=C(C=C1)C(=O)N1CCC(CC1)COCC1CCNCC1)N1CNCC=C1